3-(3-(4-((2,5-dihydrofuran-3-yl)methyl)benzyl)isoxazol-5-yl)pyridin-2-amine O1CC(=CC1)CC1=CC=C(CC2=NOC(=C2)C=2C(=NC=CC2)N)C=C1